S(=O)(=O)(O)[O-].C[N+](C(CCCCCCC)=O)(C(CCCCCCC)=O)C(CCCCCCC)=O methyl-tricaprylyl-ammonium hydrogen sulphate